(3S,4S)-1-(4-(4-methyl-3-(tetradecylcarbamoyl)piperazine-1-carbonyl)benzoyl)-N3,N4-bis((1S,2R)-2-phenylcyclopropyl)pyrrolidine-3,4-dicarboxamide formate C(=O)O.CN1C(CN(CC1)C(=O)C1=CC=C(C(=O)N2C[C@H]([C@@H](C2)C(=O)N[C@@H]2[C@H](C2)C2=CC=CC=C2)C(=O)N[C@@H]2[C@H](C2)C2=CC=CC=C2)C=C1)C(NCCCCCCCCCCCCCC)=O